(trifluoromethyl)-1,4-dioxaspiro[4.5]decane-8-carbonitrile FC(F)(F)C1OC2(OC1)CCC(CC2)C#N